diphenylantimonate C1(=CC=CC=C1)O[Sb](OC1=CC=CC=C1)([O-])=O